tert-butyl ((2-chloro-[1,1'-biphenyl]-4-yl)methyl)(3-oxo-3-((3-((6-(pyrimidin-5-yl)-1-(tetrahydro-2H-pyran-2-yl)-1H-indazol-4-yl)amino)propyl)amino)propyl)carbamate ClC1=C(C=CC(=C1)CN(C(OC(C)(C)C)=O)CCC(NCCCNC1=C2C=NN(C2=CC(=C1)C=1C=NC=NC1)C1OCCCC1)=O)C1=CC=CC=C1